COC(CN[C@H]1C[C@H](N(CC1)C(=O)N1CC2(CCCC2)[C@@H](CC1)CN1C=NC(=CC1=O)C1=CC=CC=C1)C1=CC=CC=C1)=O ((2S,4R)-1-((R)-10-((6-oxo-4-phenylpyrimidin-1(6H)-yl)methyl)-7-azaspiro[4.5]decane-7-carbonyl)-2-phenylpiperidin-4-yl)glycine methyl ester